N-(1-((2r,4r,5r)-3,3-difluoro-4-hydroxy-5-(hydroxymethyl)-tetrahydrofuran-2-yl)-2-oxo-1,2-dihydropyrimidin-4-yl)butanamide FC1([C@@H](O[C@@H]([C@H]1O)CO)N1C(N=C(C=C1)NC(CCC)=O)=O)F